N-ethyl-3,4-difluoroaniline C(C)NC1=CC(=C(C=C1)F)F